5-carbamoyl-2,2-dimethylmorpholine-4-carboxylic acid tert-butyl ester C(C)(C)(C)OC(=O)N1CC(OCC1C(N)=O)(C)C